tert-butyl 4-[5-[6-(methoxymethoxy)-2-methyl-indazol-5-yl]pyrazolo[4,3-b]pyridin-2-yl]piperidine-1-carboxylate COCOC=1C(=CC2=CN(N=C2C1)C)C=1C=CC=2C(N1)=CN(N2)C2CCN(CC2)C(=O)OC(C)(C)C